isopentenyl 3,4-dimethyl-4-pentenoate CC(CC(=O)OCCC(=C)C)C(=C)C